tert-Butyl 4-(((5-chloro-3-(difluoromethyl)-1-methyl-1H-pyrazol-4-yl)sulfonyl)methyl)piperidine-1-carboxylate ClC1=C(C(=NN1C)C(F)F)S(=O)(=O)CC1CCN(CC1)C(=O)OC(C)(C)C